4-isobutyl-2-(4-((6-methylpyridazin-3-yl)methyl)piperazin-1-yl)benzonitrile C(C(C)C)C1=CC(=C(C#N)C=C1)N1CCN(CC1)CC=1N=NC(=CC1)C